4-(((R/S)-1-(3-((R/S)-1,1-difluoro-2,3-dihydroxy-2-methylpropyl)-2-fluorophenyl)ethyl)amino)-8-methoxy-2,6,8-trimethyl-6,8-dihydro-7H-pyrrolo[2,3-g]quinazolin-7-one FC([C@](CO)(C)O)(F)C=1C(=C(C=CC1)[C@@H](C)NC1=NC(=NC2=CC3=C(C=C12)N(C(C3(C)OC)=O)C)C)F |r|